3,3'-methylenebis[1-(4-vinylbenzyl)-5-amino-1H-1,2,4-triazole] C(C1=NN(C(=N1)N)CC1=CC=C(C=C1)C=C)C1=NN(C(=N1)N)CC1=CC=C(C=C1)C=C